C(C)N(CCOCC(=O)N(CCC)C)CC 2-[2-(diethylamino)ethoxy]-N-methyl-N-propyl-acetamide